C(C)(=O)C1=NN(C2=CC=C(C=C12)C=1C=NC(=NC1)C)CC(=O)N1[C@@H](C[C@H](C1)F)C(=O)NC1CCN(CC1)C1=NC=C(C(=O)OC)C=C1 Methyl 6-(4-((2S,4R)-1-(2-(3-acetyl-5-(2-methylpyrimidin-5-yl)-1H-indazol-1-yl)acetyl)-4-fluoropyrrolidine-2-carboxamido)piperidin-1-yl)nicotinate